BrC1=CC2=C(C=C1)N1C(OC3=C(C1=O)C=CC=C3)=N2 8-bromobenzimidazolo-[2,1-b][1,3]benzoxazin-12-one